1-bromo-2-methoxy(trifluoromethyl)benzene BrC1=C(C(=CC=C1)C(F)(F)F)OC